2-dimethylamino-6,7-dimethyl-1,4-naphthoquinone CN(C=1C(C2=CC(=C(C=C2C(C1)=O)C)C)=O)C